(1S,2R,3S,4R,5S)-4-(2-(furan-2-ylethynyl)-6-(methylamino)-9H-purin-9-yl)-2,3-dihydroxy-N-methylbicyclo[3.1.0]hexane-1-carboxamide O1C(=CC=C1)C#CC1=NC(=C2N=CN(C2=N1)[C@H]1[C@@H]([C@@H]([C@@]2(C[C@H]12)C(=O)NC)O)O)NC